tert-butyl (3-((3aR,4R,6R,6aS)-6-(4-chloro-7H-pyrrolo[2,3-d]pyrimidin-7-yl)-2,2-dimethyltetrahydro-4H-cyclopenta[d][1,3]dioxol-4-yl)benzyl)carbamate ClC=1C2=C(N=CN1)N(C=C2)[C@@H]2C[C@@H]([C@@H]1[C@H]2OC(O1)(C)C)C=1C=C(CNC(OC(C)(C)C)=O)C=CC1